C(C)(C)(C)OC=1C=C(C=CC1)C1=C(C=CC=C1C(C)C)C(C)C 3-tert-butoxy-2',6'-diisopropyl-1,1'-biphenyl